tert-hexyl peroxypivalate C(C(C)(C)C)(=O)OOC(C)(C)CCC